C(C)(C)(C)OC(=O)N1C(=CC2=CC=CC=C12)C=1C=C(C=CC1N1C[C@H](CC1)O)S(=O)(=O)N1[C@@H](CC1)C(=O)O (S)-1-((3-(1-(tert-butoxycarbonyl)-1H-indol-2-yl)-4-((S)-3-hydroxypyrrolidin-1-yl)phenyl)sulfonyl)azetidine-2-carboxylic acid